C1(CC1)C(C(C)(C)O)N1C(C2=C(C=CC=C2C1)C1=CC=C(C=C1)C1=NC(=NO1)C)=O 2-(1-cyclopropyl-2-hydroxy-2-methylpropyl)-7-(4-(3-methyl-1,2,4-oxadiazol-5-yl)phenyl)isoindolin-1-one